ClC1=NC=CC(=C1N)Cl 2,4-dichloro-3-aminopyridine